N-((S)-1-amino-3-hydroxy-2-methyl-1-oxopropan-2-yl)-5-(((1R,3s,5S)-bicyclo[3.1.0]hexan-3-yl)methyl)-2-methylbenzofuran-3-carboxamide NC([C@@](CO)(C)NC(=O)C1=C(OC2=C1C=C(C=C2)CC2C[C@H]1C[C@H]1C2)C)=O